(S)-22-((S)-5-(tert-butoxy)-4-(10-(4-(tert-butoxycarbonyl)phenoxy)decanamido)-5-oxopentanamido)-1-(9H-fluoren-9-yl)-3,19-dioxo-2,8,11,14-tetraoxa-4,18-diazatricosan-23-oic acid C(C)(C)(C)OC([C@H](CCC(=O)N[C@@H](CCC(NCCCOCCOCCOCCCNC(OCC1C2=CC=CC=C2C=2C=CC=CC12)=O)=O)C(=O)O)NC(CCCCCCCCCOC1=CC=C(C=C1)C(=O)OC(C)(C)C)=O)=O